FC=1C=C2C(=C(/C(/C2=CC1)=C/C1=CC(=C(C(=C1)OC)O)OC)C)C(C(=O)NCC1=NC=CC=C1)NCC=1C=NC=CC1 (Z)-2-(5-fluoro-1-(4-hydroxy-3,5-dimethoxybenzylidene)-2-methyl-1H-inden-3-yl)-N-(pyridin-2-ylmethyl)-2-((pyridin-3-ylmethyl)amino)acetamide